4-(4-nitrobenzyl)pyridine [N+](=O)([O-])C1=CC=C(CC2=CC=NC=C2)C=C1